NCCCCCCCCCCCCCCCCCCCN nonadecamethylenediamine